BrC=1C(=C(C=CC1)C=1N=C(C(=NC1)CN(C1CCC(CC1)C(=O)OC)C)OC)Cl (1r,4r)-methyl 4-(((5-(3-bromo-2-chlorophenyl)-3-methoxypyrazin-2-yl)methyl)(methyl)amino)cyclohexane-1-carboxylate